C(C)CC(CC(=O)[O-])=O.C(C)CC(CC(=O)[O-])=O.[O-]CCCC.[O-]CCCC.[Zr+4] zirconium dibutoxide bis(ethylacetoacetate)